C(C)OC1=C(OCC2CN(CCO2)C(=O)OC(C)OC([C@@H](N)C(C)C)=O)C=CC=C1 1-((L-valyl)oxy)ethyl 2-((2-ethoxyphenoxy)methyl)morpholine-4-carboxylate